ClC=1C=CC(=C2C=CC(=NC12)NC1=CC=C(C=C1)OC(F)(F)F)OCCCN1CCCCC1 8-chloro-5-(3-(piperidin-1-yl)propoxy)-N-(4-(trifluoromethoxy)phenyl)quinolin-2-amine